4-[3-(1-cyclopropylpyrazol-4-yl)-7,8-dihydro-5H-1,6-naphthyridin-6-yl]-6-fluoro-quinazoline C1(CC1)N1N=CC(=C1)C=1C=NC=2CCN(CC2C1)C1=NC=NC2=CC=C(C=C12)F